[C-]1(C=CC=C1)C1=CC=C(N)C=C1.[CH-]1C=CC=C1.[Fe+2] 4-ferrocenylaniline